N1(CCC2=CC=CC=C12)C=1C=C(SC1)CC(C)O (4-(indolin-1-yl)thiophen-2-yl)propan-2-ol